4-(4-(((3-aminooxetane-3-yl)methyl)amino)-6-methylquinazolin-2-yl)-1-imino-2,3,4,5-tetrahydro-1H-1λ4-benzo[f][1,4]thiazepine-1-Oxide NC1(COC1)CNC1=NC(=NC2=CC=C(C=C12)C)N1CCS(C2=C(C1)C=CC=C2)(=N)=O